ClC1=C(C2=C(CCCCO2)C=C1F)C(=O)O 8-chloro-7-fluoro-2,3,4,5-tetrahydro-1-benzoxepine-9-carboxylic acid